Ethylvinylacetat C(C)C=CCC(=O)[O-]